(1s,3s)-3-((4-(4-(1-(pentan-3-yl)-1H-pyrazol-4-yl)pyrazolo[1,5-a]pyrazin-6-yl)-1H-pyrazol-1-yl)methyl)cyclobutanol CCC(CC)N1N=CC(=C1)C=1C=2N(C=C(N1)C=1C=NN(C1)CC1CC(C1)O)N=CC2